BrC1=NC=CC(=C1Cl)C 2-bromo-3-chloro-4-picoline